2-[2-(aminomethyl)-3,3-difluoro-allyl]-4-[6-[6-(trifluoromethyl)-3-pyridyl]-2-pyridyl]-1,2,4-triazol-3-one NCC(CN1N=CN(C1=O)C1=NC(=CC=C1)C=1C=NC(=CC1)C(F)(F)F)=C(F)F